CC(COC1=CC=CC=C1)(C)C phenyl 2,2-dimethyl-propyl ether